(R)-2-methyl-N-((R)-8-azaspiro[4.5]dec-1-yl)propane-2-sulfinamide tert-butyl-2-chloro-4-methoxy-5,6-dihydropyrido[3,4-d]pyrimidine-7(8H)-carboxylate C(C)(C)(C)OC(=O)N1CC=2N=C(N=C(C2CC1)OC)Cl.CC(C)(C)[S@@](=O)N[C@@H]1CCCC12CCNCC2